N-((4-chlorophenyl)(isopropyl)(oxo)-λ6-sulfaneylidene)-4-(5-(trifluoromethyl)-1,2,4-oxadiazol-3-yl)benzamide ClC1=CC=C(C=C1)S(=NC(C1=CC=C(C=C1)C1=NOC(=N1)C(F)(F)F)=O)(=O)C(C)C